C(C)OC1(C(CCC1)=O)C(F)(F)F 2-ethoxy-2-(trifluoromethyl)cyclopentan-1-one